C(C1=CC=CC=C1)OC1=C(C(=C(C(=O)Cl)C(=C1)C)C)C 4-(benzyloxy)-2,3,6-trimethylbenzoyl chloride